C(CC=1C(=C(C=CC1)O)N)C=1C(=C(C=CC1)O)N ethylenebis(ortho-aminophenol)